3,5-bis(5-amino-1,3,4-oxadiazol-2-yl)-4-nitro-pyrazole NC1=NN=C(O1)C1=NNC(=C1[N+](=O)[O-])C=1OC(=NN1)N